6-Phospho-Gluconic Acid P(=O)(O)(O)OC[C@H]([C@H]([C@@H]([C@H](C(=O)O)O)O)O)O